FC(OC1=CC=C(C=C1)C1CNCC1)(F)F 3-(4-(trifluoromethoxy)phenyl)pyrrolidine